methyl 3,4-difluoro-2-(2-fluoro-4-iodoanilino)-5-[[methoxy-[2-[(2-methylpropan-2-yl)oxycarbonyl-(methylsulfamoyl)amino]acetyl]amino]methyl]benzoate FC=1C(=C(C(=O)OC)C=C(C1F)CN(C(CN(S(NC)(=O)=O)C(=O)OC(C)(C)C)=O)OC)NC1=C(C=C(C=C1)I)F